N-((2-(6-((1R)-1-(dimethylamino)-3-azabicyclo[3.1.0]hexan-3-yl)pyridin-2-yl)-1,6-naphthyridin-7-yl)methyl)-4-methyl-3-(methylsulfonyl)benzamide CN([C@]12CN(CC2C1)C1=CC=CC(=N1)C1=NC2=CC(=NC=C2C=C1)CNC(C1=CC(=C(C=C1)C)S(=O)(=O)C)=O)C